FC(CO[C@H]1CC[C@H](CC1)NC=1N=CC2=C(N1)NC=C2C=2C=CC1=C(N(N=N1)C)C2)F N-(cis-4-(2,2-difluoroethoxy)cyclohexyl)-5-(1-methyl-1H-benzo[d][1,2,3]triazol-6-yl)-7H-pyrrolo[2,3-d]pyrimidin-2-amine